2-[1-(3,3-dimethyl-1-cyclopenten-1-yl) ethoxy]-2-oxoethyl propionate C(CC)(=O)OCC(=O)OC(C)C1=CC(CC1)(C)C